[NH+]=1N[N+](=C2N=CC=CC21)[O-] 1,2,3-triazolo[4,5-b]pyridinium 3-oxid